2-[(2R,5S)-2-(1,3-Benzothiazol-5-yl)-5-methyl-1-piperidyl]-2-oxo-N-(1H-pyrazolo[4,3-c]pyridin-7-yl)acetamide S1C=NC2=C1C=CC(=C2)[C@@H]2N(C[C@H](CC2)C)C(C(=O)NC=2C1=C(C=NC2)C=NN1)=O